(S)-2-amino-N-((3R,5S)-1-(8-cyanoquinoxalin-5-yl)-5-methylpiperidin-3-yl)propanamide N[C@H](C(=O)N[C@H]1CN(C[C@H](C1)C)C1=C2N=CC=NC2=C(C=C1)C#N)C